C(OC)(OCC(CC)CC)=O methyl (2-ethylbutyl) carbonate